methyl 2-(3,5-dichloro-4-((5-cyclopropyl-6-oxo-1,6-dihydropyridazin-3-yl)oxy)phenyl)-3,5-dioxo-2,3,4,5-tetrahydro-1,2,4-triazine-6-carboxylate ClC=1C=C(C=C(C1OC1=NNC(C(=C1)C1CC1)=O)Cl)N1N=C(C(NC1=O)=O)C(=O)OC